2-(2-(3-bromophenyl)-2-cyclobutyl-2-hydroxyacetyl)-N-methylhydrazinecarbothioamide BrC=1C=C(C=CC1)C(C(=O)NNC(NC)=S)(O)C1CCC1